C(C)(=O)C=1C=C(C=C2C(N(C(=NC12)N1C[C@H]2C([C@H]2C1)C(=O)OC)C)=O)C methyl (1R,5S,6R)-3-(8-acetyl-3,6-dimethyl-4-oxo-3,4-dihydroquinazolin-2-yl)-3-azabicyclo[3.1.0]hexane-6-carboxylate